FC(C=1C(=CN(C(C1)=O)C)C(=O)NC1=C(C=C(C(=C1)C=1C=NC(=NC1)N1C[C@H](O[C@H](C1)C)C)F)N1C[C@H](N([C@H](C1)C)C)C)F 4-(difluoromethyl)-N-[4-fluoro-5-[2-[(2R,6S)-2,6-dimethylmorpholin-4-yl]pyrimidin-5-yl]-2-[(3R,5S)-3,4,5-trimethylpiperazin-1-yl]phenyl]-1-methyl-6-oxopyridine-3-carboxamide